((3Z,6Z,9Z)-Pentadeca-3,6,9-trien-1-yl)triphenylphosphonium bromide [Br-].C(C\C=C/C\C=C/C\C=C/CCCCC)[P+](C1=CC=CC=C1)(C1=CC=CC=C1)C1=CC=CC=C1